ClC1=CC=C(S1)CNC1=CC(=NN1C(C(C)(C)C)=O)C1CN(C1)C(=O)N1CCOCC1 1-(5-{[(5-chlorothiophen-2-yl)methyl]amino}-3-[1-(morpholine-4-carbonyl)azetidin-3-yl]-1H-pyrazol-1-yl)-2,2-dimethylpropan-1-one